(2Z)-2-cyano-3-hydroxy-N-[4-(trifluoromethyl)phenyl]but-2-enamide C(#N)/C(/C(=O)NC1=CC=C(C=C1)C(F)(F)F)=C(\C)/O